(S)-1-((2-((2-chloro-3-(3'-chloro-6-methoxy-5-((((5-oxopyrrolidin-2-yl)methyl)amino)methyl)-[2,4'-bipyridin]-2'-yl)phenyl)amino)-3-fluoropyridin-4-yl)methyl)azetidine-3-carboxylic acid ClC1=C(C=CC=C1C1=NC=CC(=C1Cl)C1=NC(=C(C=C1)CNC[C@H]1NC(CC1)=O)OC)NC1=NC=CC(=C1F)CN1CC(C1)C(=O)O